O=C1NC(CCC1N1C(C2=CC=CC(=C2C1=O)SCC=1OC(=CC1)COC1C2(CCC(C1)C2(C)C)C)=O)=O 2-(2,6-dioxopiperidin-3-yl)-4-(((5-(((1,7,7-trimethylbicyclo[2.2.1]heptan-2-yl)oxy)methyl)furan-2-yl)methyl)thio)isoindoline-1,3-dione